(5-(5-((R)-1-(3,5-dichloropyridin-4-yl)ethoxy)-1-(tetrahydro-2H-pyran-2-yl)-1H-indazol-3-yl)pyridin-2-yl)-1-oxa-8-azaspiro[4.5]decane ClC=1C=NC=C(C1[C@@H](C)OC=1C=C2C(=NN(C2=CC1)C1OCCCC1)C=1C=CC(=NC1)C1OC2(CC1)CCNCC2)Cl